silver-copper-cobalt [Co].[Cu].[Ag]